BrC=1C=CC2=C(C3(N(CC(N2)=O)CCO3)C3=C(C=CC=C3)F)C1 10-bromo-11b-(2-fluorophenyl)-2,3,7,11b-tetrahydro[1,3]oxazolo[3,2-d][1,4]benzodiazepine-6(5H)-one